C1(CC1)C[C@@H](C(=O)N1[C@@H]([C@H]2C([C@H]2C1)(C)C)C(=O)O)NC([C@H](C)OC)=O (1R,2S,5S)-3-((S)-3-cyclopropyl-2-((S)-2-methoxypropanamido)propanoyl)-6,6-dimethyl-3-azabicyclo[3.1.0]hexane-2-carboxylic acid